C(C)(C)(C)OOC1(CC(=C(C=C1)C(C)C)C(C)C)OOC(C)(C)C 4,4-bis(tert-butyl-peroxy)diisopropyl-benzene